CCCCCC/C=C\CCCCCCCC(=O)O[C@H](COC(=O)CCCCCCC/C=C\C/C=C\CCCCC)COP(=O)([O-])OCC[N+](C)(C)C 1-(9Z,12Z-octadecadienoyl)-2-(9Z-hexadecenoyl)-glycero-3-phosphocholine